BrC=1C(=C2C(=NC1)NC[C@]21C[C@H](CC1)N1N=C(C=C1C#N)C)Cl |r| 1-((1RS,3SR)-5'-Bromo-4'-chloro-1',2'-dihydrospiro[cyclopentane-1,3'-pyrrolo[2,3-b]pyridin]-3-yl)-3-methyl-1H-pyrazole-5-carbonitrile